3-(3-fluorophenyl)-N-[(1S,4R)-4-[(methoxyamino)carbonyl]cyclopent-2-en-1-yl]-5-methyl-4H-1,2-oxazol-5-carboxamide FC=1C=C(C=CC1)C1=NOC(C1)(C(=O)N[C@@H]1C=C[C@@H](C1)C(=O)NOC)C